2-(4,4-difluoropiperidin-1-yl)-4-(4-(ethylsulfonamido)-2-(6-azaspiro[2.5]octan-6-yl)benzamido)-N-methylbenzamide FC1(CCN(CC1)C1=C(C(=O)NC)C=CC(=C1)NC(C1=C(C=C(C=C1)NS(=O)(=O)CC)N1CCC2(CC2)CC1)=O)F